OC1(CC(C1)(C#N)C)C1=CC=2C(=NC(=CC2)C=2C=C3C(=NC2)N(N=N3)C)S1 trans-3-hydroxy-1-methyl-3-(6-(3-methyl-3H-[1,2,3]triazolo[4,5-b]pyridin-6-yl)thieno[2,3-b]pyridin-2-yl)cyclobutanecarbonitrile